C(C(=C)C)(=O)O.C(C)N=C=NC(C)(C)C ethyl-tert-butylcarbodiimide methacrylate